(1,2-dimethylpropyl)-1,3-benzodioxole-5-carboxamide CC(C(C)C)C1OC2=C(O1)C=CC(=C2)C(=O)N